N1=NC2=C3C(C=C4C(=C13)C=CC=C4)=CC=C2 DIBENZO(CD,G)INDAZOL